sodium lauric acid salt C(CCCCCCCCCCC)(=O)[O-].[Na+]